OC=1C(N=C2C=CC=CC12)=O 3-Hydroxy-2-indolone